((2R,3R,4S,5R)-4-acetoxy-5-(2-amino-8-oxo-7-(2-oxoethyl)-7,8-dihydro-9H-purin-9-yl)-3-fluorotetrahydrofuran-2-yl)methylacetat C(C)(=O)O[C@@H]1[C@@H]([C@H](O[C@H]1N1C2=NC(=NC=C2N(C1=O)CC=O)N)COC(C)=O)F